((1R,4R,7R)-7-amino-2-azabicyclo[2.2.1]heptan-2-yl)(2-(1-(cyclopropylmethyl)-7-(thiophen-2-yl)-1H-indol-2-yl)-7-methoxy-1-methyl-1H-benzo[d]imidazol-5-yl)methanone N[C@H]1[C@@H]2N(C[C@H]1CC2)C(=O)C2=CC1=C(N(C(=N1)C=1N(C3=C(C=CC=C3C1)C=1SC=CC1)CC1CC1)C)C(=C2)OC